C(C=C)(=O)OCCCN=[N+]=[N-] 3-azidopropyl acrylate